CC1=NN=C(S1)C=1C=C2C=C(N=CC2=CC1)NC(=O)[C@@H]1NCCC1 (R)-N-(6-(5-methyl-1,3,4-thiadiazol-2-yl)isoquinolin-3-yl)pyrrolidine-2-carboxamide